[2H]CC([C@@H]([C@@H](COP(=O)(O)O)O)O)O methyl-D-erythritol 4-phosphate